Benzyl 3-(1,1-difluoro-3-hydroxy-5-((methylsulfonyl)oxy)pentyl)-6,7-dihydro-2H-pyrazolo[4,3-c]pyridine-5(4H)-carboxylate FC(CC(CCOS(=O)(=O)C)O)(F)C=1NN=C2C1CN(CC2)C(=O)OCC2=CC=CC=C2